7-bromo-6-chloro-4-hydroxy-N-(3-{4-[5-(trifluoromethoxy)pyridin-2-yl]-1H-pyrazol-1-yl}bicyclo[1.1.1]pentan-1-yl)-3,4-dihydro-2H-1-benzopyran-2-carboxamide BrC1=CC2=C(C(CC(O2)C(=O)NC23CC(C2)(C3)N3N=CC(=C3)C3=NC=C(C=C3)OC(F)(F)F)O)C=C1Cl